O=S1(CCN(CC1)CCNC(=O)C1N(CCC(C1)CCC1=CC=CC=C1)C(=O)OC(C)(C)C)=O tert-Butyl 2-((2-(1,1-dioxidothiomorpholino)ethyl)carbamoyl)-4-phenethylpiperidine-1-carboxylate